BrC1=CC=C2C(=NNC2=C1)C#N 6-Bromo-3-cyanoindazole